C(C=C)O[C@@H]([C@H](N)C(=O)O)C O-allyl-threonine